OC1(C(C(=O)C2=CC=C(C=C2)OC)C=CC(=C1)OC)CC 2-hydroxy-4,4'-dimethoxy-2-ethyl-benzophenone